2-({4-[(2S)-2-(4-chloro-2-fluorophenyl)-1,3-benzodioxol-4-yl]piperidin-1-yl}methyl)-1-[(2S)-oxetan-2-ylmethyl]-1H-benzimidazole-6-carboxylic acid ammonium [NH4+].ClC1=CC(=C(C=C1)[C@@H]1OC2=C(O1)C=CC=C2C2CCN(CC2)CC2=NC1=C(N2C[C@H]2OCC2)C=C(C=C1)C(=O)O)F